O1C(OCC1)C1=C(C(=C(C=C1)CC(=O)OC)F)OCC1=CC=C(C=C1)OC methyl 2-[4-(1,3-dioxolan-2-yl)-2-fluoro-3-[(4-methoxyphenyl)methoxy]phenyl]acetate